3-Amino-N-[4-(3-hydroxy-2,2-dimethyl-propoxy)-6-(2-isopropylphenyl)pyrimidin-2-yl]benzenesulfonamide NC=1C=C(C=CC1)S(=O)(=O)NC1=NC(=CC(=N1)OCC(CO)(C)C)C1=C(C=CC=C1)C(C)C